C(OCCCN(CC)CC)(OC(CCCC=O)CCCCCCCCCCCC)=O 3-(diethylamino)propyl (1-oxoheptadecan-5-yl) carbonate